C1(=CC=CC=C1)[B-](C1=CC=CC=C1)(C1=CC=CC=C1)C1=CC=CC=C1.C(C)C=1NC=C([NH+]1)C 2-ethyl-4-methylimidazolium tetraphenylborate